ClC=1C(=C(NC=2C3=C(N=CN2)NC=C3C3CCN(CC3)C(C=C)=O)C=CC1OCC1=NC=CC=C1)F 1-[4-[4-[3-chloro-2-fluoro-4-(2-pyridylmethoxy)anilino]-7H-pyrrolo[2,3-d]pyrimidin-5-yl]-1-piperidyl]prop-2-en-1-one